(S)-(5-chloro-1-(cyclopropylmethyl)-1H-pyrazol-4-yl)(4-(4-fluorobenzo[d]thiazol-2-yl)-6,7-dihydro-1H-imidazo[4,5-c]pyridin-5(4H)-yl)methanone ClC1=C(C=NN1CC1CC1)C(=O)N1[C@@H](C2=C(CC1)NC=N2)C=2SC1=C(N2)C(=CC=C1)F